[Mg].C(C)OC(CC(=O)C)=O ethylacetoacetate magnesium